N'-[(1R)-indan-1-yl]-N-(1-tetrahydropyran-2-ylpyrazolo[4,3-c]pyridin-7-yl)-N'-[[5-(trifluoromethyl)-2-pyridyl]methyl]oxamide [C@H]1(CCC2=CC=CC=C12)N(C(C(NC=1C2=C(C=NC1)C=NN2C2OCCCC2)=O)=O)CC2=NC=C(C=C2)C(F)(F)F